NC(=[17O])N urea-17O